[4-(2-chlorophenyl)thiazol-2-yl]-6-methyl-pyridine-3-carboxamide ClC1=C(C=CC=C1)C=1N=C(SC1)C1=NC(=CC=C1C(=O)N)C